(S,Z)-1-((3'-butoxy-5-chloro-[1,1'-biphenyl]-2-yl)sulfonyl)-4-fluoro-N-(4-(methylsulfonyl)but-3-en-2-yl)piperidine-4-carboxamide C(CCC)OC=1C=C(C=CC1)C1=C(C=CC(=C1)Cl)S(=O)(=O)N1CCC(CC1)(C(=O)N[C@@H](C)\C=C/S(=O)(=O)C)F